CN1C(=C(C2=CC(=C(C=C12)OC)OC)C)C1=CC(=CC(=C1)OC)OC 1,3-Dimethyl-5,6-dimethoxy-2-(3,5-dimethoxyphenyl)-1H-indole